methyl 6-amino-3-(3-cyano-4-fluorophenyl)-5-((3-((2-ethylhexyl)oxy)-3-oxopropyl)thio)picolinate NC1=C(C=C(C(=N1)C(=O)OC)C1=CC(=C(C=C1)F)C#N)SCCC(=O)OCC(CCCC)CC